3-(3,4-dimethoxybenzyl)-6-[(1-methylprop-2-yn-1-yl)oxy]-1-(tetrahydro-2H-pyran-4-yl)quinazoline COC=1C=C(CN2CN(C3=CC=C(C=C3C2)OC(C#C)C)C2CCOCC2)C=CC1OC